3-{5-[2-(6-{[(2,4-dimethoxyphenyl)methyl]carbamoyl}-1-methyl-1H-pyrazolo[4,3-c]pyridin-4-yl)-1-methyl-1H-imidazol-4-yl]-3-methyl-1H-pyrazol-1-yl}propanoic acid COC1=C(C=CC(=C1)OC)CNC(=O)C1=CC2=C(C(=N1)C=1N(C=C(N1)C1=CC(=NN1CCC(=O)O)C)C)C=NN2C